FC1=CC=C(C=C1)C1=CC(=NC2=C(N=CC=C12)C1=CC=NN1)N1CCOCC1 4-(4-fluorophenyl)-2-(morpholin-4-yl)-8-(1H-pyrazol-5-yl)-1,7-naphthyridine